2-[(1-methyl-1H-pyrazol-4-yl)amino]-4-[(3-methoxy-phenylethyl)amino]pyrimidin-5-carboxamide CN1N=CC(=C1)NC1=NC=C(C(=N1)NCCC1=CC(=CC=C1)OC)C(=O)N